BrC1=C2CCC(C(C2=CC=C1)=O)(C)C 5-bromo-2,2-dimethyl-3,4-dihydro-naphthalen-1(2H)-one